2-[2-methyl-4-({5H,6H,7H,8H-pyrido[3,4-d]pyrimidin-2-yl}amino)phenyl]acetonitrile CC1=C(C=CC(=C1)NC=1N=CC2=C(N1)CNCC2)CC#N